rhodium dicyclopentadiene C1=CC=CC1.C1=CC=CC1.[Rh]